2-(1-benzyl-6-(1,4-dimethyl-1H-1,2,3-triazol-5-yl)-4-((3-fluoropyridin-2-yl)(tetrahydro-2H-pyran-4-yl)methyl)-1,4-dihydropyrrolo[2',3':4,5]pyrrolo[3,2-b]pyridin-2-yl)propan-2-ol C(C1=CC=CC=C1)N1C(=CC2=C1C1=NC=C(C=C1N2C(C2CCOCC2)C2=NC=CC=C2F)C2=C(N=NN2C)C)C(C)(C)O